ClC1=NC(=C(C=2N=C(N=C(C21)N2CC1(CCC(C2)N1C(=O)OC(C)(C)C)COC([2H])([2H])[2H])SC)F)Cl tert-Butyl 3-(5,7-dichloro-8-fluoro-2-(methylthio)pyrido[4,3-d]pyrimidin-4-yl)-1-((methoxy-d3) Methyl)-3,8-diazabicyclo[3.2.1]octane-8-carboxylate